3-(2-Methyl-2-nitropropoxy)-5-(5-methyl-1,3-thiazol-2-yl)-N-{(1R)-1-[2-(trifluoromethyl)pyrimidin-5-yl]ethyl}benzamide CC(COC=1C=C(C(=O)N[C@H](C)C=2C=NC(=NC2)C(F)(F)F)C=C(C1)C=1SC(=CN1)C)(C)[N+](=O)[O-]